ClC1=C(C(C(=O)NC2=C(C=C(C=C2)C(C(F)(F)F)(C(F)(F)F)F)C)=CC=C1)C(=O)N[C@H](CS(=O)(=O)C)C (S)-3-chloro-N1-{2-methyl-4-[1,2,2,2-tetrafluoro-1-(trifluoromethyl)ethyl]phenyl}-N2-(1-methyl-2-methylsulfonylethyl)phthalamide